ClC1=C(CN2OCC(C2=O)(C)C)C=C(C(=C1)F)C1=NC=C(C=C1Cl)C(F)(F)F 2-(2-chloro-5-(3-chloro-5-(trifluoromethyl)pyridin-2-yl)-4-fluorobenzyl)-4,4-dimethylisoxazolidin-3-one